N1N=CC(=C1)CC1=CC=C(C#N)C=C1 4-((1H-pyrazol-4-yl)methyl)benzonitrile